NC1=C(C2=C(C=3N=CC=NC3C(=C2)OCC2CC2)NC1=O)C1=C2C=NNC2=C(C=C1)F 8-Amino-5-(cyclopropylmethoxy)-7-(7-fluoro-1H-indazol-4-yl)-10H-pyrido[2,3-f]quinoxalin-9-one